NC=1N=C(C2=C(N1)C=NN2CC=2C=C(C=CC2OC)CO)NCCCC (3-((5-amino-7-(butylamino)-1H-pyrazolo[4,3-d]pyrimidin-1-yl)methyl)-4-methoxyphenyl)methanol